(perfluoronaphthalene-2,6-diylidene)dipropionitrile FC=1C(C(=C(C2=C(C(C(=C(C12)F)F)=CCC#N)F)F)F)=CCC#N